NCCCCNC(CN1C(C2=CC=CC(=C2C1=O)Cl)=O)=O N-(4-aminobutyl)-2-(4-chloro-1,3-dioxoisoindol-2-yl)acetamide